tert-butyl 3-(4-methyl-3-((1-(7-(thiazol-2-yl)quinolin-5-yl) cyclopropyl) carbamoyl)phenyl)-3,8-diazabicyclo[3.2.1]octane-8-carboxylate CC1=C(C=C(C=C1)N1CC2CCC(C1)N2C(=O)OC(C)(C)C)C(NC2(CC2)C2=C1C=CC=NC1=CC(=C2)C=2SC=CN2)=O